2-(5-(5-chloro-2-((oxan-4-yl)amino)pyrimidin-4-yl)-1-(2-(1,3-dioxoisoindolin-2-yl)ethyl)-3-oxoisoindolin-2-yl)-N-((1S,2R)-2-hydroxy-2,3-dihydro-1H-inden-1-yl)acetamide ClC=1C(=NC(=NC1)NC1CCOCC1)C=1C=C2C(N(C(C2=CC1)CCN1C(C2=CC=CC=C2C1=O)=O)CC(=O)N[C@@H]1[C@@H](CC2=CC=CC=C12)O)=O